CN1N=CC(=C1)C1=CC=C(CN)C=C1 [4-(1-methyl-1H-pyrazol-4-yl)-benzyl]-amine